(R)-N-(2-cyano-5-(difluoromethyl)phenyl)-3-(3-fluoro-4-methylphenyl)-3-(1,2,4-thiadiazol-5-yl)pyrrolidine-1-carboxamide C(#N)C1=C(C=C(C=C1)C(F)F)NC(=O)N1C[C@](CC1)(C1=NC=NS1)C1=CC(=C(C=C1)C)F